(2Z)-6-[(2-chloro-6-fluorobenzyl)oxy]-2-[(1-ethyl-1H-indol-3-yl)methylene]-1-benzofuran-3(2H)-one ClC1=C(COC2=CC3=C(C(/C(/O3)=C/C3=CN(C4=CC=CC=C34)CC)=O)C=C2)C(=CC=C1)F